C(C)(C)C1=C(NC2=CC=C(C=C12)C1=NN2C(CNCC2)=C1C(=O)NC)C1=CC(=NC=C1)C 2-(3-isopropyl-2-(2-methylpyridin-4-yl)-1H-indol-5-yl)-N-methyl-4,5,6,7-tetrahydropyrazolo[1,5-a]pyrazine-3-carboxamide